(2,2-dinitropropyl)-2-hexyl decanoate C(CCCCCCCCC)(=O)OC(C)CCCCCC(C)([N+](=O)[O-])[N+](=O)[O-]